C(CCCC)OCCCC(=O)N(CCCCC)CCCCC 4-pentoxy-N,N-dipentylbutanamide